O1C2=C(NCC1)C=C(C=C2)N 3,4-dihydro-2H-benzo[b][1,4]oxazin-6-amine